OC(=O)C(F)(F)F.FC1=C(CN(CCN2C3CC(CC2CC3)C=3C=C(C(=O)N)C=CC3)C(=O)[C@@H]3CC[C@H](CC3)O)C(=CC=C1)F 3-endo-(8-{2-[(2,6-difluorobenzyl)-(trans-4-hydroxy-cyclohexanecarbonyl)amino]ethyl}-8-azabicyclo[3.2.1]oct-3-yl)benzamide TFA salt